CC(C)(C)[S@](=O)NC(C)C1=C(C(=CC=C1)C(F)(F)F)C (S)-2-methyl-N-(1-(2-methyl-3-(trifluoromethyl)phenyl)ethyl)propane-2-sulfinamide